NCC1=CC=C(C=C1)CN1C(=NC=2C1=C(N=NC2N)C=2CNCC2)CCCC 1-[[4-(aminomethyl)phenyl]methyl]-2-butyl-7-(2,5-dihydro-1H-pyrrol-3-yl)imidazo[4,5-d]pyridazin-4-amine